COCC=1C=CC2=C(N(C=N2)C)C1CNC(C1=CC=C(C=C1)C(F)(F)F)=O N-{[6-(methoxymethyl)-1-methyl-1H-benzimidazol-7-yl]methyl}-4-(trifluoromethyl)benzamide